CC=1N(C(=CC1)SCCCCCCCCCCCCCCCCCC)C1=NC=CC=C1 2-(2-methyl-5-(octadecylthio)-1H-pyrrol-1-yl)pyridine